4,4'-Bis[9-(acryloyloxy)nonyloxy]azobenzene C(C=C)(=O)OCCCCCCCCCOC1=CC=C(C=C1)N=NC1=CC=C(C=C1)OCCCCCCCCCOC(C=C)=O